N-(2-hydroxyethyl)-N,N-dimethyl-2-oxo-2-(2-oxo-2H-chromen-3-yl)ethanaminium OCC[N+](CC(C=1C(OC2=CC=CC=C2C1)=O)=O)(C)C